C1(C=CC2=CC=CC=C12)[Si](C1(C=C(C2=CC=CC=C12)C(C)C)[Li])(C)C 1-((1H-inden-1-yl)dimethylsilyl)-3-isopropyl-1H-inden-1-yl-lithium